[N].[C@@H]1([C@H](O)[C@H](O)[C@@H](CO)O1)N1C=CC=2C(=S)NC(N)=NC12 6-thio-7-deaza-guanosine Nitrogen